ClC1=C(C=C(C=C1)C=1C=C2C(=NC1)C=NN2C[C@H]2CNC(O2)=O)OC(F)F |r| (RS)-5-[[6-[4-Chloro-3-(difluoromethoxy)phenyl]pyrazolo[4,3-b]pyridin-1-yl]methyl]oxazolidin-2-one